sodium propoxyhydroxypropyl thiosulfate S(=S)(=O)(OCCC(O)OCCC)[O-].[Na+]